C(CC)N(CCCC(=O)N)CCCCCCCCCCCC 4-[propyl-(dodecyl)amino]butanamide